NC/C(/CN1N=CN(C1=O)CC=1SC2=C(C1)C=C(C=C2)C=2C=NC(=CC2)N(C)C)=C\F 2-[(2E)-2-(aminomethyl)-3-fluoroprop-2-en-1-yl]-4-({5-[6-(dimethylamino)pyridin-3-yl]-1-benzothiophen-2-yl}methyl)-2,4-dihydro-3H-1,2,4-triazol-3-one